N-(2-methoxy-4-nitrophenyl)-4-fluorobenzamide COC1=C(C=CC(=C1)[N+](=O)[O-])NC(C1=CC=C(C=C1)F)=O